FC(CC=C)(F)F trifluorobutene